FC(C=1N=C(OC1C(=O)N1[C@@H](C2=C(CC1)NC=N2)C=2SC1=C(N2)C(=CC=C1)F)C(C)(C)NC)F (S)-(4-(difluoromethyl)-2-(2-(methylamino)propan-2-yl)oxazol-5-yl)(4-(4-fluorobenzo[d]thiazol-2-yl)-6,7-dihydro-1H-imidazo[4,5-c]pyridin-5(4H)-yl)methanone